COC1(CN(C1)C1=NC=C(C(=N1)C(=O)OCC)C=C)C ethyl 2-(3-methoxy-3-methylazetidin-1-yl)-5-vinylpyrimidine-4-carboxylate